(4aR,8aS)-6-[3-[2-methoxy-4-(2,2,2-trifluoroethyl)phenyl]azetidine-1-carbonyl]-4,4a,5,7,8,8a-hexahydropyrido[4,3-b][1,4]oxazin-3-one COC1=C(C=CC(=C1)CC(F)(F)F)C1CN(C1)C(=O)N1C[C@@H]2[C@@H](OCC(N2)=O)CC1